1-((6aR,10aR)-1-hydroxy-6,6,9-trimethyl-6a,7,10,10a-tetrahydro-6H-benzo[c]chromen-3-yl)cyclobutanecarboxylic acid OC1=C2[C@H]3[C@H](C(OC2=CC(=C1)C1(CCC1)C(=O)O)(C)C)CC=C(C3)C